N-(sulfamoylphenyl)methacrylamide S(N)(=O)(=O)C1=C(C=CC=C1)NC(C(=C)C)=O